(R)-2-methyl-2-(2-((3-methyl-1H-pyrazol-5-yl)amino)-6-(3-methylmorpholino)pyrimidin-4-yl)propanenitrile CC(C#N)(C)C1=NC(=NC(=C1)N1[C@@H](COCC1)C)NC1=CC(=NN1)C